[Li+].N1(CCC1)C[C@@H](C(=O)[O-])CC (S)-2-(azetidin-1-ylmethyl)butyric acid lithium salt